C1(CC1)C1=NN(C2=C1C(=NC=C2NCCOCCNC(C)=O)C2=CC(=C(C=C2)S(=O)(=O)C)C)C2OCCCC2 N-[2-[2-[[3-cyclopropyl-4-(3-methyl-4-methylsulfonyl-phenyl)-1-tetrahydropyran-2-yl-pyrazolo[4,3-c]pyridin-7-yl]amino]ethoxy]ethyl]acetamide